N-(3,3-difluoropiperidin-4-yl)-3-methoxy-4-(prop-2-yn-1-ylamino)benzamide FC1(CNCCC1NC(C1=CC(=C(C=C1)NCC#C)OC)=O)F